C1(CC1)C1=CC(=NN1)N(C1=NC(=NC=C1)N(C1CCC(CC1)NC(=O)C1CC2=CC=CC=C2C1)C)C N-((1R,4R)-4-((4-((5-cyclopropyl-1H-pyrazol-3-yl)(methyl)amino)pyrimidin-2-yl)(methyl)amino)cyclohexyl)-2,3-dihydro-1H-indene-2-carboxamide